6-chloro-3-[hydroxy-(3-methoxyisoxazol-5-yl)methylene]-5-[4-(3-morpholinopropoxy)phenyl]indolin-2-one ClC1=C(C=C2C(C(NC2=C1)=O)=C(C1=CC(=NO1)OC)O)C1=CC=C(C=C1)OCCCN1CCOCC1